2-(4-chlorobenzyl)-6-(2-(3-(trifluoromethyl)azetidin-1-yl)pyrimidin-5-yl)pyridazin-3(2H)-one ClC1=CC=C(CN2N=C(C=CC2=O)C=2C=NC(=NC2)N2CC(C2)C(F)(F)F)C=C1